1-Methylpiperidin-3-yl 2-(5-(1-(3,5-difluorophenyl)ethoxy)-1H-indazol-3-yl)-4,6-dihydropyrrolo[3,4-d]imidazole-5(1H)-carboxylate FC=1C=C(C=C(C1)F)C(C)OC=1C=C2C(=NNC2=CC1)C1=NC2=C(N1)CN(C2)C(=O)OC2CN(CCC2)C